FC=1C=C(C=CC1C)C1CCN(CC1)C(=O)C1CC2(C1)NC(OC2)=O (2s,4s)-2-(4-(3-fluoro-4-methylphenyl)piperidine-1-carbonyl)-7-oxa-5-azaspiro[3.4]Octane-6-one